BrC1=C(OC2=C1N=C(N=C2S(=O)(=O)C)Cl)C[C@H]([C@H](C)F)NC(OC(C)(C)C)=O tert-butyl N-[(2R,3S)-1-{7-bromo-2-chloro-4-methanesulfonylfuro[3,2-d]pyrimidin-6-yl}-3-fluorobutan-2-yl]carbamate